N[C@H](CC1=CC=CC=C1)C(=O)N1[C@@H](CCC1)C(=O)N[C@@H](CCCNC(N)=N)C(=O)O D-phenylalanyl-L-prolyl-arginine